OCCNC(=O)C1CCNCC1 N-(2-hydroxyethyl)-piperidine-4-carboxamide